N-(2,6-dichloro-2'-(trifluoromethoxy)-[1,1'-biphenyl]-4-yl)-2-(4-(ethylsulfonyl)phenyl)acetamide 2-Dodecyltetradecyl-8-(Methoxy(Methyl)Amino)-8-Oxooctanoate C(CCCCCCCCCCC)C(COC(CCCCCCC(=O)N(C)OC)=O)CCCCCCCCCCCC.ClC1=C(C(=CC(=C1)NC(CC1=CC=C(C=C1)S(=O)(=O)CC)=O)Cl)C1=C(C=CC=C1)OC(F)(F)F